C(C)N(C(=O)N1CCCCC1)CC ((diethyl)carbamoyl)piperidin